BrCCCCCC[Si](OCCC)(OCCC)OCCC 6-bromohexyltri-n-propoxysilane